NC=1SCC2(N1)CCOC1=CC=C(C=C12)NS(=O)(=O)C1=CC=C(C=C1)C N-(2'-amino-5'H-spiro[chromane-4,4'-thiazol]-6-yl)-4-methylbenzenesulfonamide